C(C1=CC=CC=C1)N(C([S-])=S)CC1=CC=CC=C1.[Ni+2].C(C1=CC=CC=C1)N(C([S-])=S)CC1=CC=CC=C1 nickel dibenzyldithiocarbamate